methyl (2,6-dihydroxy-5'-methyl-4-pentyl-2'-(prop-1-en-2-yl)-[1,1'-biphenyl]-3-carbonyl)-L-phenylalaninate OC1=C(C(=CC(=C1C(=O)N[C@@H](CC1=CC=CC=C1)C(=O)OC)CCCCC)O)C1=C(C=CC(=C1)C)C(=C)C